4-(2-nitro-4-cyanophenyl)-morpholine [N+](=O)([O-])C1=C(C=CC(=C1)C#N)N1CCOCC1